NC1=CC=C(N=N1)C1CCN(CC1)C(=O)C1=CC(=C(C=C1)C1=CC(=NC=C1)C(F)(F)F)OC [4-(6-Amino-pyridazin-3-yl)-piperidin-1-yl]-[3-methoxy-4-(2-trifluoromethyl-pyridin-4-yl)-phenyl]-methanone